CNC(C[C@H](CC(C)C)NC1=NC(=NC2=CC(=CC=C12)C)N1CC2(CN(C2)C(C(=C)C(F)(F)F)=O)CC1)=O (3S)-N,5-dimethyl-3-((7-methyl-2-(2-(2-(trifluoromethyl)-2-propenoyl)-2,6-diazaspiro[3.4]octan-6-yl)-4-quinazolinyl)amino)hexanamide